6-(7-((3,4-dihydroxy-1-piperidinyl)carbonyl)-2-quinoxalinyl)-2-methyl-1(2H)-isoquinolinone OC1CN(CCC1O)C(=O)C1=CC=C2N=CC(=NC2=C1)C=1C=C2C=CN(C(C2=CC1)=O)C